O1C(=NCC1)C1=C(C=CC=C1)NC(C1=CC=CC=C1)=O N-[2-(4,5-dihydro-2-oxazolyl)phenyl]Benzamide